COCC1=NC=CN=C1 METHOXYMETHYLPYRAZINE